C(C)C1=C(CN2C[C@H](CC2)C(=O)O)C=CC(=C1)/C(/C)=N/OCC1=CC(=C(C=C1)C1=C(C=CC=C1)F)C (S,E)-1-(2-ethyl-4-(1-(((2'-fluoro-2-methyl-[1,1'-biphenyl]-4-yl)methoxy)imino)ethyl)benzyl)pyrrolidine-3-carboxylic acid